C(C)(C)(C)N(C(C(C)(C)C)P(OCC)(OCC)=O)OC(C)C1=CC=C(C=C1)CCl diethyl (1-(tert-butyl(1-(4-(chloromethyl)phenyl)ethoxy)amino)-2,2-dimethylpropyl)phosphonate